3,6-dibromo-alpha-(1-piperazinylmeth-yl)-9H-carbazole-9-ethanol dihydrochloride Cl.Cl.BrC=1C=CC=2N(C3=CC=C(C=C3C2C1)Br)CC(O)CN1CCNCC1